(S)-benzyl 2-(((benzyloxy)carbonyl)amino)-3-(3,4-dihydroxyphenyl)propanoate C(C1=CC=CC=C1)OC(=O)N[C@H](C(=O)OCC1=CC=CC=C1)CC1=CC(=C(C=C1)O)O